propynyluracil C(#CC)C=1C(NC(NC1)=O)=O